CN1C(N=C(C2=C1C=CC(=N2)C#N)N2[C@H](CN([C@@H](C2)CCC)[C@@H](C)C2=CC=C(C=C2)C(F)(F)F)C)=O 1-methyl-4-((2S,5R)-2-methyl-5-propyl-4-((S)-1-(4-(trifluoromethyl)phenyl)ethyl)piperazin-1-yl)-2-oxo-1,2-dihydropyrido[3,2-d]pyrimidine-6-carbonitrile